S1C=NC2=C1C=C(C=C2)OC2=NC1=C(N2)C=C(C=C1)C=1C(CC(NN1)=O)C 6-(2-(benzo[d]thiazol-6-yloxy)-1H-benzo[d]imidazol-6-yl)-5-methyl-4,5-dihydropyridazin-3(2H)-one